C(#N)C1=CC=C(C=C1)C1CCN(CC1)C(=O)C=1C=CC(=C(C1)NC=1C=C(C(=O)NC2CC2)C=CN1)C 2-((5-(4-(4-cyanophenyl)piperidine-1-carbonyl)-2-methylphenyl)amino)-N-cyclopropylisonicotinamide